FC(OC1=C(C=C(C=C1)B1OC(C(O1)(C)C)(C)C)F)F 2-(4-(difluoromethoxy)-3-fluorophenyl)-4,4,5,5-tetramethyl-1,3,2-dioxaborolane